butyl-pyrrolidine bistrifluoromethanesulfonimide salt [N-](S(=O)(=O)C(F)(F)F)S(=O)(=O)C(F)(F)F.C(CCC)N1CCCC1